(3as,6ar)-3a,6a-dimethyl-2,3,4,6-tetrahydro-1H-pyrrolo[3,4-c]pyrrole-5-carboxylic acid tert-butyl ester C(C)(C)(C)OC(=O)N1C[C@@]2([C@](C1)(CNC2)C)C